N-(2-amino-4-(methyl(4-(trifluoromethyl)benzyl)amino)phenyl)-3,3-dimethylbutanamide NC1=C(C=CC(=C1)N(CC1=CC=C(C=C1)C(F)(F)F)C)NC(CC(C)(C)C)=O